N1CC(C1)N1N=C(C=2C1=NC=NC2N)I 1-(azetidine-3-yl)-3-Iodo-1H-pyrazolo[3,4-d]pyrimidin-4-amine